COC=1C=C2C(=CNC2=CC1)C(C=1N=C(SC1)C1=CC=CC=C1)C1=CNC2=CC=C(C=C12)OC 4-(bis(5-methoxy-1H-indol-3-yl)methyl)-2-phenylthiazole